C(=O)C(C(O)(C=O)C=O)(O)CO triformyl-glycerol